C(C)(C)(C)OC(=O)N[C@H]1CC[C@@H](OC1)C(=O)OC methyl (2R,5S)-5-(tert-butoxycarbonylamino)tetrahydropyran-2-carboxylate